O-((S)-1,1,1-Trifluoropropan-2-yl)-L-threonine hydrogen chloride Cl.FC([C@H](C)O[C@@H]([C@H](N)C(=O)O)C)(F)F